8-bromo-2,3-dihydro-1H-cyclopenta[c]quinolin-4-ol BrC1=CC=2C3=C(C(=NC2C=C1)O)CCC3